3-(5-(3-Fluorophenyl)-3-(4-(piperazin-1-ylmethyl)phenyl)-3H-imidazo[4,5-b]pyridin-2-yl)pyridin-2-amine FC=1C=C(C=CC1)C1=CC=C2C(=N1)N(C(=N2)C=2C(=NC=CC2)N)C2=CC=C(C=C2)CN2CCNCC2